4,6-dichloro-2-(trifluoromethyl)pyrimidine ClC1=NC(=NC(=C1)Cl)C(F)(F)F